O1C=NC(=C1)CNC1=C2CN(CC2=CC=C1)C(=O)OC(C)(C)C tert-Butyl 4-((oxazol-4-ylmethyl)amino)isoindoline-2-carboxylate